CNC(=O)C1=CC2=CC(=CC=C2C=C1)C1=CC(=CC=C1)NC(C=C)=O N-methyl-7-[3-(prop-2-enamido)phenyl]naphthalene-2-carboxamide